benzyl 7-[6-[3-(5-chloro-2-fluoro-phenyl)-1H-pyrazol-4-yl]-1,5-naphthyridin-3-yl]-2,7-diazaspiro[4.4]nonane-2-carboxylate ClC=1C=CC(=C(C1)C1=NNC=C1C=1N=C2C=C(C=NC2=CC1)N1CC2(CCN(C2)C(=O)OCC2=CC=CC=C2)CC1)F